FC1=CC=C(C=C1)C1C(NCC(C1)C1=CC=C(C=C1)OC)=O 3-(4-fluorophenyl)-5-(4-methoxyphenyl)piperidin-2-one